C(C)N(CCOCCN(CC)CC)CC beta-diethylaminoethyl ether